2-((3-chloro-2-methylphenyl)amino)-N-(4-(4-methylpiperazin-1-yl)phenyl)benzamide ClC=1C(=C(C=CC1)NC1=C(C(=O)NC2=CC=C(C=C2)N2CCN(CC2)C)C=CC=C1)C